tert-butyl 6-fluoro-3,4,4a,9a-tetrahydrobenzofuro[2,3-c]pyridine-2(1H)-carboxylate FC=1C=CC2=C(C1)C1C(CN(CC1)C(=O)OC(C)(C)C)O2